BrC=1C=CC(=C(C1)N(C(OC(C)(C)C)=O)C)Cl Tert-butyl N-(5-bromo-2-chlorophenyl)-N-methylcarbamate